OC=1C(=CC2=CC=CC=C2C1)\C=N\NC(=O)C=1NC2=CC=CC=C2C1 (E)-N'-((3-hydroxynaphthalene-2-yl)methylene)-1H-indole-2-carbohydrazide